NC=1N2C(C=3N(C(N(C3N1)CCN1CCN(CC1)C1=C(C=C(C(=O)NCCNCCO)C=C1)F)=O)C)=NC(=N2)C=2OC=CC2 4-(4-(2-(5-amino-8-(furan-2-yl)-1-methyl-2-oxo-1H-[1,2,4]triazolo[5,1-i]purin-3(2H)-yl)ethyl)piperazin-1-yl)-3-fluoro-N-(2-((2-hydroxyethyl)amino)ethyl)benzamide